2-[(7-amino-1-oxo-4-{3-phenylpyrazolo[1,5-a]pyridin-5-yl}-2,3-dihydro-1H-isoindol-2-yl)methyl]prop-2-enenitrile NC=1C=CC(=C2CN(C(C12)=O)CC(C#N)=C)C1=CC=2N(C=C1)N=CC2C2=CC=CC=C2